CC=1C=C(C=CC1)C(C[N+](=O)[O-])=O 1-(3-methylphenyl)-2-nitroethanone